5-chloro-2-[[5-chloro-2-(6-chloro-3-pyridyl)-4-(difluoromethyl)imidazol-1-yl]methyl]pyrimidine ClC=1C=NC(=NC1)CN1C(=NC(=C1Cl)C(F)F)C=1C=NC(=CC1)Cl